F[Sb] fluoroantimony